BrC1=C(C=CC(=C1)C1(CCCC1)OC)OC 2-bromo-1-methoxy-4-(1-methoxycyclopentyl)benzene